3-(4-(2-(2-iodoethoxy)ethylsulfanyl)-1-oxoisoindolin-2-yl)piperidine-2,6-dione ICCOCCSC1=C2CN(C(C2=CC=C1)=O)C1C(NC(CC1)=O)=O